5-fluoro-N-(4-fluoro-2-methylphenyl)-4-(3-oxo-5,6,7,8-tetrahydro[1,2,4]triazolo[4,3-a]pyridin-2(3H)-yl)-2-[(2S)-pent-2-yloxy]benzamide FC=1C(=CC(=C(C(=O)NC2=C(C=C(C=C2)F)C)C1)O[C@@H](C)CCC)N1N=C2N(CCCC2)C1=O